ClC1=CC(=C(C=C1)S(=O)(=O)N[C@@H]([C@H](C)C1=C(C(=CC=C1F)C=1C(=NN(C1)C)C)C)C=1OC(NN1)=O)OC 4-chloro-N-((1S,2R)-2-(3-(1,3-dimethyl-1H-pyrazol-4-yl)-6-fluoro-2-methylphenyl)-1-(5-oxo-4,5-dihydro-1,3,4-oxadiazol-2-yl)propyl)-2-methoxybenzenesulfonamide